(R)-N-((2'-ethoxy-5-((2-(4-fluoro-2-(trifluoromethyl)phenyl)-2-azaspiro[3.3]heptan-6-yl)oxy)-[2,3'-bipyridin]-6-yl)methyl)pyrrolidin-3-amine formate C(=O)O.C(C)OC1=NC=CC=C1C1=NC(=C(C=C1)OC1CC2(CN(C2)C2=C(C=C(C=C2)F)C(F)(F)F)C1)CN[C@H]1CNCC1